methyl 6-{3-[(1,3-benzothiazol-2-yl)amino]-4-methyl-5H,6H,7H,8H-pyrido[2,3-c]pyridazin-8-yl}pyridine-2-carboxylate S1C(=NC2=C1C=CC=C2)NC2=C(C1=C(N=N2)N(CCC1)C1=CC=CC(=N1)C(=O)OC)C